C(=O)C1=C(C=CC(=N1)N(C(=O)NC1=NC=C(C(=C1)O[C@@H](COC)C)C#CC)C)CN1C(CN(CC1)C)=O (R)-1-(6-formyl-5-((4-methyl-2-oxopiperazin-1-yl)methyl)pyridin-2-yl)-3-(4-((1-methoxypropan-2-yl)oxy)-5-(prop-1-yn-1-yl)pyridin-2-yl)-1-methylurea